N-((1s,4s)-4-((2,2,2-trifluoroethyl)amino)cyclohexyl)-1H-pyrazolo[3,4-c]pyridine-7-carboxamide FC(CNC1CCC(CC1)NC(=O)C=1N=CC=C2C1NN=C2)(F)F